2-((1-(2-chloroacetyl)-1,2,3,4-tetrahydroquinolin-6-yl)oxy)acetamide sulfate S(=O)(=O)(O)O.ClCC(=O)N1CCCC2=CC(=CC=C12)OCC(=O)N